2-((1-(4-cyano-2-morpholino-6-(trifluoromethyl)quinolin-8-yl)ethyl)amino)benzoic acid C(#N)C1=CC(=NC2=C(C=C(C=C12)C(F)(F)F)C(C)NC1=C(C(=O)O)C=CC=C1)N1CCOCC1